(7R,14R)-1-(difluoromethoxy)-11-((1-ethylazetidin-3-yl)ethynyl)-6-(methyl-d3)-6,7-dihydro-7,14-methanobenzo[f]benzo[4,5]imidazo[1,2-a][1,4]diazocin-5(14H)-one FC(OC1=CC=CC=2C(N([C@H]3C=4N([C@@H](C21)C3)C3=C(N4)C=CC(=C3)C#CC3CN(C3)CC)C([2H])([2H])[2H])=O)F